CC1=C(C=C(C=N1)NC(C1=CN=CC(=C1)[C@@H](C(F)(F)F)O)=O)C=1C=NC2=CC(=NC=C2C1)NC (S)-N-(6-methyl-5-(7-(methylamino)-1,6-naphthyridin-3-yl)pyridin-3-yl)-5-(2,2,2-trifluoro-1-hydroxyethyl)nicotinamide